N(=[N+]=[N-])[C@H]1[C@H](O[C@@H]([C@H]([C@@H]1OCC1=CC=CC=C1)OCC1=CC=CC=C1)COCC1=CC=CC=C1)O[C@@H]([C@H]([C@H](CO)OCC1=CC=CC=C1)OCC1=CC=CC=C1)COC1=CC=C(C=C1)OC 4-O-(2-azido-3,4,6-tri-O-benzyl-2-deoxy-alpha-D-glucopyranosyl)-2,3-di-O-benzyl-5-O-(4-methoxyphenyl)-D-ribitol